N1C(NC(C2=C1C(NC2)=O)=O)=O 5,6-dihydro-1H-pyrrolo(3,4-D)pyrimidine-2,4,7(3H)-trione